tert-butyl 4-(6-(2,4-dioxotetrahydropyrimidin-1(2H)-yl)-1-methyl-1H-indol-3-yl)piperazine-1-carboxylate O=C1N(CCC(N1)=O)C1=CC=C2C(=CN(C2=C1)C)N1CCN(CC1)C(=O)OC(C)(C)C